CC=1C(=NC=CC1C#N)O[C@H]1CN([C@@H](CC1)C)C(=O)C1=C(SC=C1)N1N=CC=N1 3-methyl-2-{[(3R,6R)-6-methyl-1-{[2-(2H-1,2,3-triazol-2-yl)thiophen-3-yl]carbonyl}piperidin-3-yl]oxy}pyridine-4-carbonitrile